[N+](=O)([O-])C1=CC=C(C=C1)N1CC(C1)O 1-(4-nitrophenyl)azetidine-3-ol